FC1=CC=CC=C1C(=O)[O-] 6-fluoro-benzoate